(S)-1-(3-Bromo-5-(cyclopropyl-methyl)benzyl)-3-methyl-piperidine BrC=1C=C(CN2C[C@H](CCC2)C)C=C(C1)CC1CC1